C(N)(=O)C1=CC=C2C=CC(=CC2=C1NCC(=C)C#N)C1=CC=CC(=N1)C(=O)NCCC1CCN(CC1)C 6-{7-carbamoyl-8-[(2-cyano-2-methylideneethyl)amino]naphthalen-2-yl}-N-[2-(1-methylpiperidin-4-yl)ethyl]pyridine-2-carboxamide